CC1=C(C(=CC(=C1)O[Si](C(C)C)(C(C)C)C(C)C)C)CC=1C=CC2=C(COC(N2)=O)C1 6-[(2,6-dimethyl-4-triisopropylsilyloxy-phenyl)methyl]-1,4-dihydro-3,1-benzoxazin-2-one